(4-(2-((4-chloro-2-fluorobenzofuran-7-yl)methoxy)thiazol-4-yl)cyclohex-3-en-1-yl)methane ClC1=CC=C(C2=C1C=C(O2)F)COC=2SC=C(N2)C2=CCC(CC2)C